C(C)(CC)OC(C(=C)C)=O.C1(=CC=CC=C1)SC1=CC=CC2=CC=CC(=C12)SC1=CC=CC=C1 1,8-bis(phenylthio)naphthalene sec-butyl-methacrylate